CC1=C(C=CC(=C1)C)C(CNC(=O)C=1C2=C(N=NC1OC1=CC(=CC=C1)C(F)(F)F)CCCCC2)(F)F N-[2-(2,4-dimethylphenyl)-2,2-difluoro-ethyl]-3-[3-(trifluoro-methyl)phenoxy]-6,7,8,9-tetrahydro-5H-cyclohepta[c]pyridazine-4-carboxamide